C(#N)C1=C(C=C(C=C1)N1CCC(CC1)(C(=O)[O-])F)C(F)(F)F 1-(4-cyano-3-(trifluoromethyl) phenyl)-4-fluoropiperidine-4-carboxylate